4-(3-(2,6-difluoro-3-(propylsulphonamido)benzoyl)-1H-pyrazolo[3,4-b]pyridin-5-yl)-N-methylbenzenesulphonamide FC1=C(C(=O)C2=NNC3=NC=C(C=C32)C3=CC=C(C=C3)S(=O)(=O)NC)C(=CC=C1NS(=O)(=O)CCC)F